BrC1=CC(=C(C=C1)C1=NN2C(N=C(C=C2C2=CC=C(C=C2)C(F)(F)F)C(=O)N2[C@@H](C3=CC=CC=C3CC2)C)=C1)F (1R)-2-[2-(4-bromo-2-fluorophenyl)-7-[4-(trifluoromethyl)phenyl]pyrazolo[1,5-a]pyrimidine-5-carbonyl]-1-methyl-1,2,3,4-tetrahydroisoquinoline